morphine acrylate C(C=C)(=O)O.C1=CC(O)=C2C=3[C@@]45[C@@H](O2)[C@@H](O)C=C[C@H]4[C@@H](CC13)N(C)CC5